[[2-[(2S,5R)-5-methyl-2-(2-methyl-1,3-benzothiazol-5-yl)-1-piperidyl]-2-oxo-acetyl]amino]pyridine-3-carboxamide C[C@@H]1CC[C@H](N(C1)C(C(=O)NC1=NC=CC=C1C(=O)N)=O)C=1C=CC2=C(N=C(S2)C)C1